5,6-Dihydro-4H-cyclopenta[b]thiophen S1C2=C(C=C1)CCC2